CSC(C(=O)N1C(CCCC1)N1OC(=CC1)C1=CC=C(C=C1)C)C 2-(methylthio)-1-(2-(5-p-tolylisoxazol-2-yl)piperidin-1-yl)propan-1-one